tert-butyl 4-[2-[(4S)-4-benzyl-2-oxo-oxazolidin-3-yl]-2-oxo-ethyl]-3,3-difluoro-pyrrolidine-1-carboxylate C(C1=CC=CC=C1)[C@@H]1N(C(OC1)=O)C(CC1C(CN(C1)C(=O)OC(C)(C)C)(F)F)=O